4-{4-[(4-Chlorophenyl)methoxy]-3-methoxyphenyl}-2H,4H,5H,6H,7H-pyrazolo[3,4-b]pyridin-6-one ClC1=CC=C(C=C1)COC1=C(C=C(C=C1)C1C=2C(NC(C1)=O)=NNC2)OC